ClC1=CC=C(C(=N1)OC)N1CCN(CC1)C(=O)OC(C)(C)C tert-butyl 4-(6-chloro-2-methoxypyridin-3-yl)piperazine-1-carboxylate